[2H]C([2H])(C(=O)O[2H])C([2H])([2H])C(=O)O[2H] succinic acid-d6